methyl 2,2-dimethyl-4,13-dioxo-3,8,11,17,20-pentaoxa-5,14-diazadocosan-22-oate CC(C)(OC(NCCOCCOCC(NCCOCCOCC(=O)OC)=O)=O)C